FC=1C=C(C=CC1F)C(C(F)F)NCCCO 3-((1-(3,4-difluorophenyl)-2,2-difluoroethyl)amino)propan-1-ol